S(=O)(=O)(O)C1C(=O)N(C(C1)=O)C(C(=O)ON1C(CCC1=O)=O)(CCCCCC(=O)ON1C(CCC1=O)=O)N1C(C(CC1=O)S(=O)(=O)O)=O Disuccinimidyl Bis(sulfosuccinimidyl)suberate